COC=1C=C(C=CC1OC)CCNC=1C2=C(N=CN1)SC=C2 N-[2-(3,4-dimethoxyphenyl)ethyl]thieno[2,3-d]pyrimidin-4-amine